Cl.N1C(CCC1=O)=O pyrrolidine-2,5-dione hydrochloride